BrC=1C=C(C=CC1)C1(CC(C1)OC)C(=O)NNC(NC)=S 2-((1s,3s)-1-(3-bromophenyl)-3-methoxycyclobutane-1-carbonyl)-N-methylhydrazine-1-carbothioamide